2-(2-benzyloxy-2-oxo-ethoxy)-5-iodo-benzoic acid tert-butyl ester C(C)(C)(C)OC(C1=C(C=CC(=C1)I)OCC(=O)OCC1=CC=CC=C1)=O